NC=1SC=C(N1)C=1N=NN(C1)[C@@H]1[C@H]([C@@H](SC=2C(=NC=C(C2)Cl)C#N)O[C@@H]([C@@H]1O)CO)OCC1=CC=CC=C1 5-Chloro-2-cyanopyridin-3-yl 3-[4-(2-aminothiazol-4-yl)-1H-1,2,3-triazol-1-yl]-2-O-benzyl-3-deoxy-1-thio-α-D-galactopyranoside